S1C(=CC=C1)/C=C/C1=CC=NN1 (E)-5-[2-(2-thienyl)vinyl]-1H-pyrazole